C(SCCC(C)C)([O-])=S.[Na+] sodium isopentyl dithiocarbonate